bis[2-(2-benzoxazolyl)phenylphenol] zinc (II) [Zn+2].O1C(=NC2=C1C=CC=C2)C2=C(C=CC=C2)C2=C(C=CC=C2)O.O2C(=NC1=C2C=CC=C1)C1=C(C=CC=C1)C1=C(C=CC=C1)O